Cl.N[C@@H]1CCC=2C(=CC=CC12)C(=O)OC methyl (1R)-1-amino-2,3-dihydro-1H-indene-4-carboxylate hydrochloride